C1(=CC=CC=C1)N(C1=CC=CC=C1)CC(C)=O diphenylamino-acetone